O=C(CCCC(=O)N)C(=O)NCCCCC 5-oxo-N6-pentylhexanediamide